[1,4]Oxazine-3-carboxylic acid ethyl ester C(C)OC(=O)C=1COC=CN1